4-((S)-4-propenoyl-2-methylpiperazin-1-yl)-6-chloro-7-(2-chloro-6-fluorophenyl)-1-(2-isopropyl-4-(methylsulfanyl)pyridin-3-yl)pyrido[2,3-d]pyrimidin-2(1H)-one C(C=C)(=O)N1C[C@@H](N(CC1)C=1C2=C(N(C(N1)=O)C=1C(=NC=CC1SC)C(C)C)N=C(C(=C2)Cl)C2=C(C=CC=C2F)Cl)C